2-(4-isobutylphenyl)propanamido-3-methylpentanamide C(C(C)C)C1=CC=C(C=C1)C(C(=O)NC(C(=O)N)C(CC)C)C